N-(3-chloro-5-(methylsulfonamido)phenyl)-5-(3-((3-(dimethylphosphoryl)-5-fluoro-2-methylbenzyl)oxy)-5-fluoropyridin-2-yl)-1-methyl-1H-pyrrole-3-carboxamide ClC=1C=C(C=C(C1)NS(=O)(=O)C)NC(=O)C1=CN(C(=C1)C1=NC=C(C=C1OCC1=C(C(=CC(=C1)F)P(=O)(C)C)C)F)C